Dimethylcyclopropyl-proline CC1[C@](N(CC1)C1CC1)(C(=O)O)C